N-(3-chloro-2-methylphenyl)-2-(1-methylcyclopropyl)-6-({[2-(trifluoromethyl)phenyl]carbonyl}amino)-1H-benzimidazole-4-carboxamide sulphate S(=O)(=O)(O)O.ClC=1C(=C(C=CC1)NC(=O)C1=CC(=CC=2NC(=NC21)C2(CC2)C)NC(=O)C2=C(C=CC=C2)C(F)(F)F)C